tert-butyl 4-(3-(4-aminophenyl)-3,6-diazabicyclo[3.2.1]octan-6-yl)piperidine-1-carboxylate NC1=CC=C(C=C1)N1CC2CN(C(C1)C2)C2CCN(CC2)C(=O)OC(C)(C)C